1-(4-(((5-(((1-aminoisoquinolin-6-yl)amino)methyl)pyridin-2-yl)oxy)methyl)piperidin-1-yl)-2-methylpropan-2-ol NC1=NC=CC2=CC(=CC=C12)NCC=1C=CC(=NC1)OCC1CCN(CC1)CC(C)(O)C